(2R)-3-(benzyloxy)-2-{2-[(tert-butyloxycarbonyl)amino]-2-methylpropionamido}propanoic acid C(C1=CC=CC=C1)OC[C@H](C(=O)O)NC(C(C)(C)NC(=O)OC(C)(C)C)=O